m-hydroxyphenol OC=1C=C(C=CC1)O